1-(1-acryloylazetidin-3-yl)-4-methoxy-5-(5-methyl-1H-indazol-4-yl)-1H-indole-2-carbonitrile C(C=C)(=O)N1CC(C1)N1C(=CC2=C(C(=CC=C12)C1=C2C=NNC2=CC=C1C)OC)C#N